6-(2,6-difluorobenzyl)-3-((1R,2R)-2-fluorocyclopropyl)-3,6-dihydro-4H-pyrazolo[4,3-d][1,2,3]triazin-4-one FC1=C(CN2N=C3C(N=NN(C3=O)[C@H]3[C@@H](C3)F)=C2)C(=CC=C1)F